COC=1C=C(C=CC1)C[C@H](CCCC)N (2S)-1-(3-methoxyphenyl)hexan-2-amine